potassium (4-chlorobenzyl)trifluoroborate ClC1=CC=C(C[B-](F)(F)F)C=C1.[K+]